C(C)(C)(C)C1=CC=C(C=N1)C=1N=C2SCCC(N2C(C1C#N)=O)C 8-(6-tert-butylpyridin-3-yl)-4-methyl-6-oxo-2H,3H,4H,6H-pyrimido[2,1-b][1,3]thiazine-7-carbonitrile